C(CCCCCCCCCCCCCCCCC)OC(CC(=O)C)=O.[Al] Aluminum Octadecylacetoacetate